CC=1N(C2=CC(=CC=C2C1C=1N=CN(C1)C)S(=O)(=O)N)C1=CC=C(C=C1)C(F)(F)F methyl-3-(1-methyl-1H-imidazol-4-yl)-1-(4-(trifluoromethyl)phenyl)-1H-indole-6-sulfonamide